2-{[(1S)-1-{4-[(2S)-2-(4-acryloylpiperazin-1-yl)butan-2-yl]phenyl}ethyl]amino}-8-(propan-2-yl)pyrido[2,3-d]pyrimidin-7(8H)-one C(C=C)(=O)N1CCN(CC1)[C@@](C)(CC)C1=CC=C(C=C1)[C@H](C)NC=1N=CC2=C(N1)N(C(C=C2)=O)C(C)C